(R)-N-((S)-1'-(4-cyano-6-methylpyrimidin-2-yl)-1,3-dihydrospiro[indene-2,4'-piperidine]-1-yl)-2-methylpropane-2-sulfinamide C(#N)C1=NC(=NC(=C1)C)N1CCC2(CC1)[C@@H](C1=CC=CC=C1C2)N[S@](=O)C(C)(C)C